5-(2-cyclopropylphenyl)-3-((2-methoxyethyl)amino)-4H-benzo[e][1,2,4]thiadiazine 1,1-dioxide C1(CC1)C1=C(C=CC=C1)C1=CC=CC2=C1NC(=NS2(=O)=O)NCCOC